O[C@@H](C(=O)N[C@H](C(=O)O)CCCCCCCC1=NC=2NCCCC2C=C1)C1=CC=CC=C1 (S)-2-((R)-2-hydroxy-2-phenylacetamido)-9-(5,6,7,8-tetrahydro-1,8-naphthyridin-2-yl)nonanoic acid